(S)-4-(2-fluorophenoxy)-N-(7-((3-hydroxyoxetan-3-yl)ethynyl)-5-methyl-4-oxo-2,3,4,5-tetrahydrobenzo[b][1,4]oxazepin-3-yl)pyridineamide FC1=C(OC2=CC(=NC=C2)C(=O)N[C@@H]2C(N(C3=C(OC2)C=CC(=C3)C#CC3(COC3)O)C)=O)C=CC=C1